5,9-dibromo-3-chloro-8,9-dihydro-7H-cyclopenta[H]Isoquinoline BrC1=C2C=C(N=CC2=C2C(=C1)CCC2Br)Cl